ClC1=C(C(=CC=C1)F)NC(NC=1C=NN(C1)C=1C=C(SC1)C(=O)NC1COC1)=O 4-(4-(3-(2-chloro-6-fluorophenyl)ureido)-1H-pyrazol-1-yl)-N-(oxetan-3-yl)thiophene-2-carboxamide